CO[Si](CCCOC(C(=C)C)=O)(OC)OC.FC1=C(C(=C(C(=C1[B-](C1=C(C(=C(C(=C1F)F)F)F)F)(C1=C(C(=C(C(=C1F)F)F)F)F)C1=C(C(=C(C(=C1F)F)F)F)F)F)F)F)F.OC=1C=CC=2C(C3=CC=CC=C3SC2C1)C(=O)[SH2+] (3-hydroxythioxanthoyl)sulfonium tetrakis(pentafluorophenyl)borate 3-trimethoxysilyl-propyl-methacrylate